ClC=1C=C(C=CC1)NC(=O)NC1=CC(=CC(=C1)C1=NCCN1)F 1-[(3-chlorophenyl)amino]-N-[5-(4,5-dihydro-3H-imidazol-2-yl)-3-fluorophenyl]methanamide